5'-(4-fluorophenyl)-3'-isopropyl-1-((2-(trimethylsilyl)ethoxy)methyl)-1H,3'H-[2,4'-biimidazole]-4-carboxylic acid FC1=CC=C(C=C1)C1=C(N(C=N1)C(C)C)C=1N(C=C(N1)C(=O)O)COCC[Si](C)(C)C